4-methyl-3-[2-(3-pyridyl)ethynyl]-N-[1-(2,2,2-trifluoroethyl)imidazol-4-yl]benzamide CC1=C(C=C(C(=O)NC=2N=CN(C2)CC(F)(F)F)C=C1)C#CC=1C=NC=CC1